COCCC(C)C 4-methoxy-2-methylbutan